6-[4-fluoro-2-(piperidin-4-yl)-1,3-benzothiazol-6-yl]-2-methylimidazo[1,2-b]pyridazine-8-carboxylic acid hydrochloride Cl.FC1=CC(=CC2=C1N=C(S2)C2CCNCC2)C=2C=C(C=1N(N2)C=C(N1)C)C(=O)O